The molecule is a member of the class of chalcones that is trans-chalcone substituted by a hydroxy group at position 2' and methoxy groups at positions 2, 3, 4, 6, 3', 4', 5' and 6'. It is a member of chalcones, a member of methoxybenzenes and a member of phenols. It derives from a trans-chalcone. COC1=CC(=C(C(=C1/C=C/C(=O)C2=C(C(=C(C(=C2OC)OC)OC)OC)O)OC)OC)OC